5-[(5-{(E)-[1-(m-tolyl)ethylidene]hydrazino}-7-morpholino-3H-1,3,4-triazainden-3-yl)methyl]-1-methyl-2-pyrrolidinone C1(=CC(=CC=C1)\C(\C)=N\NC=1N=C2N(C=NC2=C(C1)N1CCOCC1)CC1CCC(N1C)=O)C